C(C)OC(=O)C=1C(=NC(=NC1C)N1CCC(CC1)C(C)(C)C)N.ONC(CCCCCCNC(=O)C1CCCCC1)=O N-(7-(hydroxyamino)-7-oxoheptyl)cyclohexane-1-carboxamide ethyl-4-amino-2-(4-(tert-butyl)piperidin-1-yl)-6-methylpyrimidine-5-carboxylate